O=C1C(=C(C=NN1)N1C(COCC1)COC=1C=C(C(=O)OC)C=CC1)C(F)(F)F methyl 3-([4-[6-oxo-5-(trifluoromethyl)-1,6-dihydropyridazin-4-yl]morpholin-3-yl]methoxy)benzoate